8-cyclopentyl-5-methylpyrido[2,3-d]pyrimidin-7(8H)-one C1(CCCC1)N1C(C=C(C2=C1N=CN=C2)C)=O